FC1=C(C=CC(=C1)SC)NC=1N(C(C=C2CCN(C(C12)=O)OCCO)=O)C 8-((2-fluoro-4-(methylthio)phenyl)amino)-2-(2-hydroxyethoxy)-7-methyl-3,4-dihydro-2,7-naphthyridine-1,6(2H,7H)-dione